1-[(2S)-2-butanyl]-5-[3-(1-cyclopropyl-1H-pyrazole-4-yl)propyl]-1H-pyrrole C[C@@H](CC)N1C=CC=C1CCCC=1C=NN(C1)C1CC1